6-tert-butyl-9-[1-(1-ethoxy-1-oxopropan-2-yl)-1H-pyrazol-4-yl]-10-methoxy-2-oxo-6,7-dihydro-2H-pyrido[2,1-a]Isoquinoline-3-carboxylic acid ethyl ester C(C)OC(=O)C=1C(C=C2N(C(CC3=CC(=C(C=C23)OC)C=2C=NN(C2)C(C(=O)OCC)C)C(C)(C)C)C1)=O